NC1=NC=C(C=2N=C(N=CC21)NC2CCC(CC2)OC)C=2C(=C(C=CC2)O)F (5-amino-2-(((1R,4R)-4-methoxycyclohexyl)amino)pyrido[4,3-d]pyrimidin-8-yl)-2-fluorophenol